4-chloro-3-(5,7-difluoro-6-(4-methyl-1H-imidazol-1-yl)-4-oxo-1,4-dihydroquinolin-2-yl)benzonitrile ClC1=C(C=C(C#N)C=C1)C=1NC2=CC(=C(C(=C2C(C1)=O)F)N1C=NC(=C1)C)F